BrC1=C(C(=CC=C1)[N+](=O)[O-])N[C@H](CCCCNC(OCC1=CC=CC=C1)=O)C benzyl (S)-(5-((2-bromo-6-nitrophenyl)amino)hexyl)carbamate